N1C=C(C2=CC=CC=C12)CCNC=1C2=C(N=C(N1)C=1C=NC=C(C1)F)CN(CC2)C(CNC(OC(C)(C)C)=O)=O tert-butyl (2-(4-((2-(1H-indol-3-yl)ethyl)amino)-2-(5-fluoropyridin-3-yl)-5,8-dihydropyrido[3,4-d]pyrimidin-7(6H)-yl)-2-oxoethyl)carbamate